C(C1=CC=CC=C1)OC(CS(=O)(=O)Cl)(C)C 2-(benzyloxy)-2-methylpropane-1-sulfonyl chloride